(2S,11aR)-6-(2-Fluorophenyl)-8-methyl-2-((2-oxo-1,2,3,4-tetrahydroquinolin-7-yl)oxy)-2,3,11,11a-tetrahydro-1H,5H-benzo[f]pyrrolo[2,1-c][1,4]oxazepin-5-one FC1=C(C=CC=C1)C1=CC(=CC2=C1C(N1[C@@H](CO2)C[C@@H](C1)OC1=CC=C2CCC(NC2=C1)=O)=O)C